2-[4-(1,1,2,2,2-pentafluoroethyl)-2-(prop-1-en-2-yl)imidazo[1,2-a]1,8-naphthyridin-8-yl]-1,3,4-oxadiazole FC(C(F)(F)F)(F)C=1C=2C=CC=3N(C2N=C(C1)C(=C)C)C=C(N3)C=3OC=NN3